N-(4-(hydroxymethyl)tetrahydro-2H-pyran-4-yl)-2-methyl-5-((2-methylpyrimidin-4-yl)methoxy)benzofuran-3-carboxamide OCC1(CCOCC1)NC(=O)C1=C(OC2=C1C=C(C=C2)OCC2=NC(=NC=C2)C)C